6H-purine-6-one N1=CN=C2N=CN=C2C1=O